(2S)-2-[(tert-butoxycarbonyl)amino]-4-[(tert-butyldiphenylsilyl)oxy]butanoic acid C(C)(C)(C)OC(=O)N[C@H](C(=O)O)CCO[Si](C1=CC=CC=C1)(C1=CC=CC=C1)C(C)(C)C